COC(=O)C1(CCC2(C(=CC3=C(C=CC=C23)Cl)Br)CC1)NC1=CC(=CC=C1)Cl.CN(C(C(CC)(C)C)=O)CC=1C=NC2=CC=CC=C2C1 N,2,2-trimethyl-N-(quinolin-3-ylmethyl)butanamide methyl-(1s,4s)-2'-bromo-4'-chloro-4-(3-chloroanilino)spiro[cyclohexane-1,1'-indene]-4-carboxylate